3-chloro-N-(3-(2-methoxybenzyl)-4-oxo-3,4-dihydroquinazolin-5-yl)-4-((2-(trimethylsilyl)ethoxy)methoxy)benzamide ClC=1C=C(C(=O)NC2=C3C(N(C=NC3=CC=C2)CC2=C(C=CC=C2)OC)=O)C=CC1OCOCC[Si](C)(C)C